N12C=CCSC2CC1 5-thia-1-azabicyclo[4.2.0]oct-2-ene